N-(4-((1S,4S)-2-azabicyclo[2.2.1]heptan-5-yl)-1,2-dimethyl-1H-benzo[d]imidazol-5-yl)-3-fluoro-2-(2-fluoro-6-methoxyphenyl)isonicotinamide [C@H]12NC[C@H](C(C1)C1=C(C=CC=3N(C(=NC31)C)C)NC(C3=C(C(=NC=C3)C3=C(C=CC=C3OC)F)F)=O)C2